NCC#CC1=CC=C(C=C1)C1CCN(CC1)C(C[C@H]1C=2N(C3=C(C(=N1)C1=CC=C(C=C1)Cl)C(=C(S3)C)C)C(=NN2)C)=O (S)-1-(4-(4-(3-aminoprop-1-yn-1-yl)phenyl)piperidin-1-yl)-2-(4-(4-chlorophenyl)-2,3,9-trimethyl-6H-thieno[3,2-f][1,2,4]triazolo[4,3-a][1,4]diazepin-6-yl)ethan-1-one